N-cyclopropyl-2-(difluoromethoxy)-6-methoxy-4-[7-[2-(1-piperidyl)ethoxy]imidazo[1,2-a]pyridin-3-yl]benzamide C1(CC1)NC(C1=C(C=C(C=C1OC)C1=CN=C2N1C=CC(=C2)OCCN2CCCCC2)OC(F)F)=O